bis(diphenylphosphino)palladium (II) chloride C1(=CC=CC=C1)P(C1=CC=CC=C1)[Pd-](P(C1=CC=CC=C1)C1=CC=CC=C1)Cl